B(O)(O)O.O1C(=NC2=C1C=CC=C2)C2=CC=C(C=C2)CC(O)(C)C(C)(C)O 4-(benzoxazol-2-yl)phenyl-pinacol borate